FC1CC(N(C1)C(=O)C12CC(C1)(C2)C(C)O)C2=CC(=CC=C2)F (4-fluoro-2-(3-fluorophenyl)pyrrolidin-1-yl)(3-(1-hydroxyethyl)bicyclo[1.1.1]pent-1-yl)methanone